NC1=NC=CC(=C1C#N)Cl 2-Amino-4-Chloro-3-Cyanopyridine